potassium di-acetate C(C)(=O)[O-].C(C)(=O)[O-].[K+].[K+]